N-(bis(4-(tributylsilyl)phenyl)phosphaneyl)-1-(2-methoxyphenyl)-N-phenyl-1-(4-(tributylsilyl)phenyl)phosphanamine C(CCC)[Si](C1=CC=C(C=C1)P(N(P(C1=CC=C(C=C1)[Si](CCCC)(CCCC)CCCC)C1=C(C=CC=C1)OC)C1=CC=CC=C1)C1=CC=C(C=C1)[Si](CCCC)(CCCC)CCCC)(CCCC)CCCC